5-{2-[(1R,3S)-3-[2-(4-carbamimidoylphenyl)ethyl]-cyclohexyl]ethyl}-pyridine-2-carboximidamide C(N)(=N)C1=CC=C(C=C1)CC[C@H]1C[C@H](CCC1)CCC=1C=CC(=NC1)C(N)=N